Cl.C(#C)C1(CC1)N(C)C (ethynyl-cyclopropyl)dimethylamine hydrochloride